(3aR,7aS)-2-(3-chloro-4-(methoxycarbonyl)phenyl)-1-oxooctahydro-5H-pyrrolo[3,4-c]pyridine-5-carboxylic acid tert-butyl ester C(C)(C)(C)OC(=O)N1C[C@@H]2[C@H](CC1)C(N(C2)C2=CC(=C(C=C2)C(=O)OC)Cl)=O